Trisodium N-(1-Carboxylatoethyl)iminodiacetate Hydrate O.C(=O)([O-])C(C)N(CC(=O)[O-])CC(=O)[O-].[Na+].[Na+].[Na+]